CC1=NC=C(C(=N1)N)CNC=O 2-methyl-4-amino-5-formamidomethyl-pyrimidine